C(C)(C)(C)[S@@](=O)\N=C(/C)\C1=CC(=NN1C)C(=O)N(C)C (R,E)-5-(1-((tert-butylsulfinyl)imino)ethyl)-N,N,1-trimethyl-1H-pyrazole-3-carboxamide